C(=O)C1=CC=C(C=C1)C1=C(C=CC=C1)C#N 4-formyl-2'-cyanobiphenyl